cis-2-pinanol [C@H]12C(CC[C@H](C1(C)C)C2)(C)O